(1-(4-fluoro-2-(trifluoromethyl)benzyl)cyclobutyl)methanamine FC1=CC(=C(CC2(CCC2)CN)C=C1)C(F)(F)F